(methylenebisoxybis-methylene)bis(N,N-diethylamine) C(OCN(CC)CC)OCN(CC)CC